COC1CC(C1)(O)C1=CC2=C(N=C(N=C2)C2=CC=3C(N=C2)=NN(C3)C)S1 cis-3-methoxy-1-(2-(2-methyl-2H-pyrazolo[3,4-b]pyridin-5-yl)thieno[2,3-d]pyrimidin-6-yl)cyclobutanol